NC1=C(C(=NN1C(C)C)C1=CC=C(C=C1)CC(NC1=CC(=NO1)C1CC12CCC2)=O)C(=O)N 5-Amino-1-isopropyl-3-[4-[2-oxo-2-[[3-[spiro[2.3]hexan-2-yl]isoxazol-5-yl]amino]ethyl]phenyl]pyrazole-4-carboxamide